4-(4-(benzyloxy)-6-fluoro-1-(4-fluoro-3-methoxyphenyl)-2-(3-hydroxy-1-methylcyclobutyl)-1H-indol-3-yl)-2-methoxybenzoate C(C1=CC=CC=C1)OC1=C2C(=C(N(C2=CC(=C1)F)C1=CC(=C(C=C1)F)OC)C1(CC(C1)O)C)C1=CC(=C(C(=O)[O-])C=C1)OC